1-(benzyl-(2-(1-benzyl-1H-pyrazol-4-yl)-2-hydroxyethyl)amino)propan-2-ol C(C1=CC=CC=C1)N(CC(C)O)CC(O)C=1C=NN(C1)CC1=CC=CC=C1